2-((2-chloro-5,6-dimethyl-5,6,7,8-tetrahydropyrido[4,3-d]pyrimidin-4-yl)oxy)-1-fluoro-10-methyl-5,6,8,9,10,11-hexahydro-7H-pyrido[3',4':4,5]pyrrolo[2,3-f]isoquinolin-7-one ClC=1N=C(C2=C(N1)CCN(C2C)C)OC=2N=CC=1CCC3=C(C1C2F)NC2=C3C(NCC2C)=O